tert-butyl 4-{[(6R)-6-{2-[(cyclopropylmethyl)amino]-4-(methoxycarbonyl)phenyl}-2,2-difluoro-7-azaspiro[3.5]nonan-7-yl]methyl}-5-methoxy-7-methylindole-1-carboxylate C1(CC1)CNC1=C(C=CC(=C1)C(=O)OC)[C@H]1CC2(CC(C2)(F)F)CCN1CC1=C2C=CN(C2=C(C=C1OC)C)C(=O)OC(C)(C)C